4-methoxy-N-(6-(1-methyl-1H-pyrazol-4-yl)isoquinolin-3-yl)-3-((4-methylpiperazin-1-yl)sulfonyl)benzamide COC1=C(C=C(C(=O)NC=2N=CC3=CC=C(C=C3C2)C=2C=NN(C2)C)C=C1)S(=O)(=O)N1CCN(CC1)C